di-lithium terephthalic acid C(C1=CC=C(C(=O)O)C=C1)(=O)O.[Li].[Li]